C1(CCC1)C=1OC2=C(N1)C=C(C(=C2)F)C#C 2-cyclobutyl-5-ethynyl-6-fluorobenzo[d]oxazole